(R)-3-[2-[3-(4-Aminophthalazin-6-yl)phenyl]ethynyl]-3-hydroxy-1-methylpyrrolidin-2-one NC1=NN=CC2=CC=C(C=C12)C=1C=C(C=CC1)C#C[C@]1(C(N(CC1)C)=O)O